FC=1C(=NC=C(C1)F)C1=NN2C(COC(C2)(C)C)=C1C1=C2C(=NC(=C1)C)NN=C2 2-(3,5-Difluoropyridin-2-yl)-6,6-dimethyl-3-(6-methyl-1H-pyrazolo[3,4-b]pyridin-4-yl)-6,7-dihydro-4H-pyrazolo[5,1-c][1,4]oxazine